(R)-N-(1-(3-amino-5-(trifluoromethoxy)phenyl)ethyl)-7-methoxy-6-(2-methoxyethoxy)-2-methyl-quinazolin-4-amine NC=1C=C(C=C(C1)OC(F)(F)F)[C@@H](C)NC1=NC(=NC2=CC(=C(C=C12)OCCOC)OC)C